BrC=1C=C(C=CC1)[C@@H](CC1=CC(CC(C1)(C)C)=O)[C@H](C1=CC=CC=C1)[N+](=O)[O-] 3-((2R,3R)-2-(3-bromophenyl)-3-nitro-3-phenylpropyl)-5,5-dimethylcyclohex-2-en-1-one